C(C)(C)(C)OC(=O)N[C@H](C(=O)N1[C@@H](C[C@H](C1)O)C(=O)O)C(C)(C)C (2S,4r)-1-{(S)-2-[(tert-butoxycarbonyl)amino]-3,3-dimethylbutyryl}-4-hydroxypyrrolidine-2-carboxylic acid